CC=1C2C(C(CC1)C2)(C)C 2,6,6-Trimethylbicyclo[3.1.1]hept-2-ene